OC(C(=O)N1[C@@H](CCC1)CC=1C(=C(C=CC1)C1=CC(=CC(=C1)F)F)F)(C)C (2S,3S)-1-(2-hydroxy-2-methylpropanoyl)-2-((2,3',5'-trifluorobiphenyl-3-yl)methyl)pyrrolidin